1-(tert-butyl)-N-(4-chloro-2-fluoro-5-(8-morpholinylimidazo[1,2-a]pyridin-6-yl)phenyl)-5-fluoro-1H-pyrazole-4-carboxamide C(C)(C)(C)N1N=CC(=C1F)C(=O)NC1=C(C=C(C(=C1)C=1C=C(C=2N(C1)C=CN2)N2CCOCC2)Cl)F